CC=1C2=C(C=3N(C1C)N=CC3)CNC2 4,5-Dimethyl-2,3-dihydro-1H-pyrrolo[4,3-c]pyrazolo[1,5-a]pyridine